4-Hydroxybenzoyltyrosin OC1=CC=C(C(=O)N[C@@H](CC2=CC=C(C=C2)O)C(=O)O)C=C1